COC=1C=C(C=C(C1OC)OC)N1C=NC(=C1)NC=1N=CC2=C(N1)N(C=C2)[C@@H]2CC[C@H](CC2)O (trans)-4-(2-((1-(3,4,5-trimethoxyphenyl)-1H-imidazol-4-yl)amino)-7H-pyrrolo[2,3-d]pyrimidin-7-yl)cyclohexanol